COC(\C=C\C1=CC(=C(C=C1)OCCCCCCCCP(=O)(OCC)OCC)OC)=O (E)-3-(4-((8-(diethoxyphosphoryl)octyl)oxy)-3-methoxyphenyl)acrylic acid methyl ester